NC1=CC=C(C=C1)C1=C(C(=C2COCCN21)C(=O)N)C2=CC(=C(C=C2)OC2=NC=CC(=N2)C)F 6-(4-aminophenyl)-7-(3-fluoro-4-((4-methylpyrimidin-2-yl)oxy)phenyl)-3,4-dihydro-1H-pyrrolo[2,1-c][1,4]oxazine-8-carboxamide